FC(C(=O)O)(F)F.NC1CCC(CC1)NCC(C1=CC=CC=C1)C=1C=C(C(=C(C1)C=1C(=CC=C(C1F)OCCOC)C(=O)N)Cl)F 5'-(2-(((1r,4r)-4-Aminocyclohexyl)amino)-1-phenylethyl)-2'-chloro-3',6-difluoro-5-(2-methoxyethoxy)-[1,1'-biphenyl]-2-carboxamide trifluoroacetate